O1N=C(C=C1)NC(=O)[C@H]1CC12CCN(CC2)C(=O)OC(C(F)(F)F)C(F)(F)F 1,1,1,3,3,3-hexafluoropropan-2-yl (S)-1-(isoxazol-3-ylcarbamoyl)-6-azaspiro[2.5]octane-6-carboxylate